(1R)-1-[4-benzyl-1-(2,5-difluorophenyl)-1H-pyrazol-3-yl]-2,2-dimethylpropane-1-amine C(C1=CC=CC=C1)C=1C(=NN(C1)C1=C(C=CC(=C1)F)F)[C@@H](C(C)(C)C)N